CC1(OB(OC1(C)C)C1=CC=C(C=C1)NC(N)=O)C 3-[4-(4,4,5,5-tetramethyl-1,3,2-dioxaborolan-2-yl)phenyl]urea